C(C)C1=C(C=CC(=C1)N1CCN(CC1)C)NC1=NC=C(C(=N1)NCCCN(C(=O)C1COC1)C)C(F)(F)F N-(3-((2-((2-ethyl-4-(4-methylpiperazin-1-yl)phenyl)amino)-5-(trifluoromethyl)pyrimidin-4-yl)amino)propyl)-N-methyloxetane-3-carboxamide